[(R,S)-2,8-bis(trifluoromethyl)quinolin-4-yl]-(2-piperidyl)methanol FC(C1=NC2=C(C=CC=C2C(=C1)C(O)C1NCCCC1)C(F)(F)F)(F)F